6-bromo-1-methyl-3,3-dimethyl-2-indolinone BrC1=CC=C2C(C(N(C2=C1)C)=O)(C)C